7-(chloromethyl)-3-ethyl-3,4-dihydro-quinazolin-2(1H)-one ClCC1=CC=C2CN(C(NC2=C1)=O)CC